5-(4-methoxyphenyl)-3-phenyl-1,2,4-thiadiazole COC1=CC=C(C=C1)C1=NC(=NS1)C1=CC=CC=C1